N-(1-Isopropylpiperidin-4-yl)-3-((6-(1-methyl-1H-pyrazol-5-yl)-1-oxoisoquinolin-2(1H)-yl)methyl)benzamide C(C)(C)N1CCC(CC1)NC(C1=CC(=CC=C1)CN1C(C2=CC=C(C=C2C=C1)C1=CC=NN1C)=O)=O